2-(5-bromo-3-methoxypyridin-2-yl)acetonitrile BrC=1C=C(C(=NC1)CC#N)OC